O=C1NC(CCC1C=1C=C(CN2CCC(CC2)C2=CC=C(C=C2)NC=2C(=NC=C(N2)N2CCCCC2)C(=O)N)C=CC1)=O 3-((4-(1-(3-(2,6-dioxopiperidin-3-yl)benzyl)piperidin-4-yl)phenyl)amino)-5-(piperidin-1-yl)pyrazine-2-carboxamide